C(C)(C)(C)OC(=O)N1CCC2(CC(C[C@H]2NS(=O)C(C)(C)C)=O)CC1 (1R)-1-[(2-methylpropan-2-sulfinyl)amino]-3-oxo-8-azaspiro[4.5]decane-8-carboxylic acid tert-butyl ester